CC=1C=2C=CCC2C(=C2CCCC12)C dimethyl-1,2,3,5-tetrahydro-s-indacene